Cl.Cl.NCCC=1SC=C(N1)C(=O)NCC1=NC=CC=C1F 2-(2-aminoethyl)-N-[(3-fluoropyridin-2-yl)methyl]-1,3-thiazole-4-carboxamide dihydrochloride